ClC=1C2=C(N=C(N1)N1CCOCC1)N(CC2)C2CCN(CC2)C 4-(4-chloro-7-(1-methylpiperidin-4-yl)-6,7-dihydro-5H-pyrrolo[2,3-d]pyrimidin-2-yl)morpholine